O1C(=NC2=C1C=CC=C2)C=2N=C(N(C(C2OC)=O)C)N2[C@@H](C1=CC(=CC=C1CC2)C(=O)OC)C2=C(C=CC=C2)F methyl (1S)-2-[4-(1,3-benzoxazol-2-yl)-5-methoxy-1-methyl-6-oxopyrimidin-2-yl]-1-(2-fluorophenyl)-3,4-dihydro-1H-isoquinoline-7-carboxylate